BrC1=C(C=C2C=C(N=CC2=C1)O)I 7-bromo-6-iodoisoquinolin-3-ol